2-((1-(2-cyanoacetyl)-1,2,3,4-tetrahydroquinolin-6-yl)oxy)acetic acid C(#N)CC(=O)N1CCCC2=CC(=CC=C12)OCC(=O)O